1-tert-butyl 6-methyl (4S)-4-methyl-1,2,3,4-tetrahydroquinoline-1,6-dicarboxylate C[C@H]1CCN(C2=CC=C(C=C12)C(=O)OC)C(=O)OC(C)(C)C